3-chloro-N-((2-((4-fluorobenzyl)oxy)naphthalen-1-yl)methyl)-4-methoxyaniline ClC=1C=C(NCC2=C(C=CC3=CC=CC=C23)OCC2=CC=C(C=C2)F)C=CC1OC